4-(cyclopropyl-(hydroxy)methyl)-1H-imidazole-1-carboxylic acid tert-butyl ester C(C)(C)(C)OC(=O)N1C=NC(=C1)C(O)C1CC1